(S)-2-((3'-ethoxy-5-methyl-4'-(7-oxo-6,7-dihydro-3H-[1,2,3]triazolo[4,5-d]pyrimidin-5-yl)-[1,1'-biphenyl]-3-yl)oxy)propanoic acid C(C)OC=1C=C(C=CC1C=1NC(C2=C(N1)NN=N2)=O)C2=CC(=CC(=C2)C)O[C@H](C(=O)O)C